[8-[1-[2-[tert-butyl(dimethyl)silyl]oxy-2-methyl-propyl]-5-(2,2-dimethylpropylsulfonyl)indazol-7-yl]-3,8-diazabicyclo[3.2.1]octan-3-yl]-(2-chloro-4-fluoro-phenyl)methanone [Si](C)(C)(C(C)(C)C)OC(CN1N=CC2=CC(=CC(=C12)N1C2CN(CC1CC2)C(=O)C2=C(C=C(C=C2)F)Cl)S(=O)(=O)CC(C)(C)C)(C)C